C(C)(C)(C)OC(=O)NCCCN1CC(CC1)C=1C=C(C(=O)O)C=CC1 3-[1-[3-(tert-Butoxycarbonylamino)propyl]pyrrolidin-3-yl]benzoic acid